C1(CCCC1)C1=CNC=2N=CN=C(C21)N[C@H]2CN[C@H](CC2)C 5-cyclopentyl-N-((3R,6S)-6-methylpiperidin-3-yl)-7H-pyrrolo[2,3-d]pyrimidin-4-amine